N-((4R,5S,7R,8R,9S,10R)-8,10-dihydroxy-7-(hydroxymethyl)-9-(4-(3,4,5-trifluorophenyl)-1H-1,2,3-triazol-1-yl)-1,6-dioxaspiro[4.5]decan-4-yl)-5,6,7,8-tetrahydronaphthalene-1-carboxamide O[C@H]1[C@H](O[C@@]2([C@@H](CCO2)NC(=O)C2=CC=CC=3CCCCC23)[C@@H]([C@H]1N1N=NC(=C1)C1=CC(=C(C(=C1)F)F)F)O)CO